COC1=CC=C(C=C1)C(CC(=O)C1=CC=C(C=C1)C(C)(C)C)=O 1-(4-methoxyphenyl)-3-(4-tert-butyl-phenyl)propane-1,3-dione